Cl.N1NC(CCC1)C(=O)N 1,2-diazacyclohexan-3-carboxamide hydrochloride